ClC1=CC=C(C=C1)NC([C@H](C)C1CC2(CN(C2)C=2OC=CN2)C1)=O |o1:9| (R or S)-N-(4-chlorophenyl)-2-(2-(oxazol-2-yl)-2-azaspiro[3.3]heptan-6-yl)propanamide